5-chloro-1-methyl-4'-tosyl-4',6',7a',8',9',10'-hexahydrospiro[indoline-3,7'-pyrrolo[1',2':1,7]azepino[4,3,2-cd]indol]-2-one ClC=1C=C2C(=CC1)N(C(C21CC2=CN(C=3C=CC=C(C23)N2C1CCC2)S(=O)(=O)C2=CC=C(C)C=C2)=O)C